C(C)N1C(N(C=2N=C(N(C2C1=O)C)C1=C(N=C(S1)C=1C=CC(=C(C1)C#N)OCC(C)C)C)CC)=O 5-(5-(1,3-diethyl-7-methyl-2,6-dioxo-2,3,6,7-tetrahydro-1H-purin-8-yl)-4-methylthiazol-2-yl)-2-isobutoxy-1-cyanobenzene